C(C)(CC)OC1=NC(=NC=C1)N sec-Butoxypyrimidin-2-amine